The molecule is a 1-phosphatidyl-1D-myo-inositol 5-phosphate in which the phosphatidyl acyl groups at positions 1 and 2 are specified as stearoyl and oleoyl respectively. It derives from an oleic acid and an octadecanoic acid. It is a conjugate acid of a 1-stearoyl-2-oleoyl-sn-glycero-3-phospho-1D-myo-inositol 5-phosphate(3-). CCCCCCCCCCCCCCCCCC(=O)OC[C@H](COP(=O)(O)O[C@@H]1[C@@H]([C@@H]([C@H]([C@@H]([C@H]1O)OP(=O)(O)O)O)O)O)OC(=O)CCCCCCC/C=C\\CCCCCCCC